1-(2-(2-(prop-2-yn-1-yloxy)ethoxy)ethyl)-1H-pyrrole-2,5-dione C(C#C)OCCOCCN1C(C=CC1=O)=O